CN(CCOCCN(C)C)C bis-[2-dimethylamino-ethyl]ether